2-(4-((3S)-1-((2-(2,6-dioxopiperidin-3-yl)-7-fluoro-1,3-dioxoisoindolin-5-yl)methyl)piperidin-3-yl)phenyl)-2H-indazole-7-carboxamide O=C1NC(CCC1N1C(C2=C(C=C(C=C2C1=O)CN1C[C@@H](CCC1)C1=CC=C(C=C1)N1N=C2C(=CC=CC2=C1)C(=O)N)F)=O)=O